(2S)-1,1-bis(4-fluorophenyl)propane-1,2-diol FC1=CC=C(C=C1)C([C@H](C)O)(O)C1=CC=C(C=C1)F